C(=C)C1=CC=C(OC2CC=3C2=CC=CC3)C=C1 1-(4-vinylphenoxy)-benzocyclobutene